1-hydroxy-5-phenyl-pentane-3-one OCCC(CCC1=CC=CC=C1)=O